2-((2-(trimethylsilyl)ethoxy)methyl)-2H-pyrazolo[4,3-c]pyridin-6-amine C[Si](CCOCN1N=C2C(C=NC(=C2)N)=C1)(C)C